3-(3-((3-exo)-3-((7-((5-methyl-1H-pyrazol-3-yl)amino)-1,6-naphthyridin-5-yl)amino)-8-azabicyclo[3.2.1]oct-8-yl)azetidin-1-yl)propionitrile CC1=CC(=NN1)NC1=NC(=C2C=CC=NC2=C1)NC1CC2CCC(C1)N2C2CN(C2)CCC#N